(S)-(1-(8-((2-amino-3-chloropyridin-4-yl)thio)imidazo[1,2-c]pyrimidin-5-yl)-3'-chloro-4'H,6'H-spiro[piperidine-4,5'-pyrrolo[1,2-b]pyrazol]-4'-yl)carbamic acid tert-butyl ester C(C)(C)(C)OC(N[C@H]1C2(CN3N=CC(=C31)Cl)CCN(CC2)C2=NC=C(C=3N2C=CN3)SC3=C(C(=NC=C3)N)Cl)=O